1-isobutyl-3-methyl-6-(phenylsulfonyl)-1,6-dihydro-2H-pyrrolo[3,4-d]pyrimidine-2,4(3H)-dione C(C(C)C)N1C(N(C(C=2C1=CN(C2)S(=O)(=O)C2=CC=CC=C2)=O)C)=O